(5-chlorooxazolo[4,5-b]pyridin-2-yl)-(1-ethylpyrrolidin-3-yl)amine ClC1=CC=C2C(=N1)N=C(O2)NC2CN(CC2)CC